[O-2].[Pr+3].[Ti+4] titanium-praseodymium oxide